CN1C[C@@H](CC1)COC=1C(=CC(=NC1)C#N)C1=CC=2N(C=C1)N=C(C2)NC=2C=NC=CC2 (R)-5-((1-methylpyrrolidin-3-yl)methoxy)-4-(2-(pyridin-3-ylamino)pyrazolo[1,5-a]pyridin-5-yl)picolinonitrile